(3R)-1-((7-cyano-2-(3'-(3-(1-((R)-3-hydroxypyrrolidin-1-yl)ethyl)-1,7-naphthyridin-8-ylamino)-2,2'-dimethylbiphenyl-3-yl)benzo[d]oxazol-5-yl)methyl)pyrrolidine-3-carboxylic acid C(#N)C1=CC(=CC=2N=C(OC21)C=2C(=C(C=CC2)C2=C(C(=CC=C2)NC=2N=CC=C1C=C(C=NC21)C(C)N2C[C@@H](CC2)O)C)C)CN2C[C@@H](CC2)C(=O)O